ON1N=NC2=C1C=CC=C2 N-hydroxylbenzotriazole